2-hydroxy-4-Methylbenzoic acid OC1=C(C(=O)O)C=CC(=C1)C